C(C)(C)(C)OC(=O)N[C@H](C(C#N)NC1=C(C(=O)OC)C=CC=C1)CC1=CNC2=CC=CC=C12 methyl 2-(((2S)-2-((tert-butoxycarbonyl)amino)-1-cyano-3-(1H-indol-3-yl)propyl)amino)benzoate